IC1=CC=C2C=CC(=CC2=C1)N(C)C 7-iodo-N,N-dimethylnaphthalene-2-amine